(2S,5R)-2-(N-(((S)-1-methylpyrrolidin-3-yl) sulfonyl) formamidyl)-7-oxo-1,6-diazabicyclo[3.2.1]oct-6-ylsulfate CN1C[C@H](CC1)S(=O)(=O)N(C=O)[C@@H]1N2C(N([C@H](CC1)C2)OS(=O)(=O)[O-])=O